BrC=1N=C(C=2N(C1)C=CN2)OCCC=C 6-bromo-8-(but-3-en-1-yloxy)imidazo[1,2-a]pyrazine